C(C(=O)[O-])(=O)[O-].[Fe+2].[Ni+2].C(C(=O)[O-])(=O)[O-] nickel iron oxalate